N-(4-(6,7-difluoro-2-methyl-4-oxoquinazolin-3(4H)-yl)phenyl)-2-phenylacetamide FC=1C=C2C(N(C(=NC2=CC1F)C)C1=CC=C(C=C1)NC(CC1=CC=CC=C1)=O)=O